CC1=NN2C(N=C(C(=C2C)C[C@H]2CN(CC2)C2=CC=CC=C2)C)=N1 (R)-2,5,7-trimethyl-6-((1-phenylpyrrolidin-3-yl)methyl)-[1,2,4]triazolo[1,5-a]pyrimidine